2-(4-methoxystyryl)-4,6-bis(trichloro-methyl)-1,3,5-triazine COC1=CC=C(C=CC2=NC(=NC(=N2)C(Cl)(Cl)Cl)C(Cl)(Cl)Cl)C=C1